S(=O)(=O)(O)O.OCCC1=C(C=CC(=C1)N)N 2-beta-hydroxyethyl-p-phenylenediamine sulfate